(2-(methoxymethyl)-2H-1,2,3-triazol-4-yl)-4-(tributylstannyl)pyrimidin-2-amine COCN1N=CC(=N1)C=1C(=NC(=NC1)N)[Sn](CCCC)(CCCC)CCCC